cis-3-nonene-1,9-dicarboxylic acid C(C\C=C/CCCCCC(=O)O)C(=O)O